2-nitrophenyl-thiophosphoric triamide [N+](=O)([O-])C1=C(C=CC=C1)NP(N)(N)=S